C1(CC1)C(CNC1=CC=C2CCNC(C2=C1)=O)=O 7-((2-cyclopropyl-2-oxoethyl)amino)-3,4-dihydroisoquinolin-1(2H)-one